2-fluoro-N-(5-(6-fluoro-5,7-bis(methylthio)-1H-indazol-4-yl)thiazolo[5,4-b]pyridin-2-yl)cyclopropane-1-carboxamide FC1C(C1)C(=O)NC=1SC2=NC(=CC=C2N1)C1=C2C=NNC2=C(C(=C1SC)F)SC